ClC1=C(C(=CC=C1)F)CC=O 2-(2-chloro-6-fluorophenyl)ethan-1-one